5-bromo-7H-pyrrolo[2,3-d]pyrimidine BrC1=CNC=2N=CN=CC21